N-[5-chloro-2-(3,4-difluoro-2-methyl-phenoxy)-6-(trifluoromethyl)-3-pyridinyl]carbamic acid tert-butyl ester C(C)(C)(C)OC(NC=1C(=NC(=C(C1)Cl)C(F)(F)F)OC1=C(C(=C(C=C1)F)F)C)=O